tert-butyl (3S,4R)-4-((4-(3-(2,6-dioxopiperidin-3-yl)-1-methyl-1H-indazol-6-yl)piperazin-1-yl)methyl)-3-methylpiperidine-1-carboxylate O=C1NC(CCC1C1=NN(C2=CC(=CC=C12)N1CCN(CC1)C[C@H]1[C@@H](CN(CC1)C(=O)OC(C)(C)C)C)C)=O